1-(3,4-dimethylphenyl)-1H-imidazole-4-carboxamide CC=1C=C(C=CC1C)N1C=NC(=C1)C(=O)N